5-Cyclopropyl-N-(3-((2-(2-(2-((2,2-dimethyl-7-nitro-2H-benzo[d]imidazol-4-yl)amino)ethoxy)ethoxy)ethyl)carbamoyl)pentan-3-yl)-6-(4-fluorobenzyl)picolinamide C1(CC1)C=1C=CC(=NC1CC1=CC=C(C=C1)F)C(=O)NC(CC)(CC)C(NCCOCCOCCNC1=CC=C(C2=NC(N=C21)(C)C)[N+](=O)[O-])=O